ClC=1C(=NC(=NC1)NC=1C=C(C=NC1)N1C(C2(CC1)CCN(CC2)C(=O)OC(C)(C)C)=O)C2=CC(=CC=C2)C2CCCCC2 tert-butyl 2-(5-((5-chloro-4-(3-cyclohexylphenyl)pyrimidin-2-yl)amino)pyridin-3-yl)-1-oxo-2,8-diazaspiro[4.5]decane-8-carboxylate